6-(2-(6-Methylpyridin-2-yl)-4-((oxetan-3-ylamino)methyl)-1H-imidazol-1-yl)imidazo[1,2-a]pyridine-3-carboxamide CC1=CC=CC(=N1)C=1N(C=C(N1)CNC1COC1)C=1C=CC=2N(C1)C(=CN2)C(=O)N